diacetylethynyl-dimethoxysilane C(C)(=O)C(O[SiH](OC)C#C)C(C)=O